CC=1C(=C(C=CC1)O)CC1=C(C=CC=C1)O methyl-2,2'-methylenebisphenol